OC=1C=C(C(C(=O)O)O)C=CC1O 3,4-Dihydroxymandelic acid